C(#N)[C@H](C)NC1=CC(=NC=C1C(=O)NC[C@H](C(C)(C)O)F)C1=CC=C2N1N=CC(=C2)C#N 4-(((S)-1-cyanoethyl)amino)-6-(3-cyanopyrrolo[1,2-b]pyridazin-7-yl)-N-((R)-2-fluoro-3-hydroxy-3-methylbutyl)nicotinamide